FC=1C(=CC(=NC1)OC)C1=CC(=NN1)C(=O)N1C2(CC2)C[C@H](CC1)C(=O)NCC12CN(C(C1)C2)CC(C)(C)F (S)-4-(5-(5-fluoro-2-methoxypyridin-4-yl)-1H-pyrazole-3-carbonyl)-N-((2-(2-fluoro-2-methylpropyl)-2-azabicyclo[2.1.1]hexan-4-yl)methyl)-4-azaspiro[2.5]octane-7-carboxamide